N[C@H](C(=O)O)CCCN\C(=N\CCC1=CC=CC=C1)\N (2S)-2-amino-5-[(E)-N''-(2-phenylethyl)carbamimidamido]pentanoic acid